1-((5-methyl-1,3,4-oxadiazol-2-yl)methyl)-5-(tetrahydro-2H-pyran-4-yl)-1H-indole-2-carboxylic acid CC1=NN=C(O1)CN1C(=CC2=CC(=CC=C12)C1CCOCC1)C(=O)O